γ-acryloxypropyltributoxysilane C(C=C)(=O)OCCC[Si](OCCCC)(OCCCC)OCCCC